BrCC(=O)C=1N=C(SC1)C1CC1 2-bromo-1-(2-cyclopropylthiazol-4-yl)ethan-1-one